8-[[1-(3,3,3-trifluoro-2-hydroxy-propyl)-4-piperidyl]oxy]-2,3-dihydro-1,4-benzoxazepin-5-one FC(C(CN1CCC(CC1)OC1=CC2=C(C(NCCO2)=O)C=C1)O)(F)F